6-(4-((4-(1H-pyrazol-4-yl)phenyl)amino)furo[3,2-d]pyrimidin-2-yl)-N-isopropyl-1H-indole-2-carboxamide N1N=CC(=C1)C1=CC=C(C=C1)NC=1C2=C(N=C(N1)C1=CC=C3C=C(NC3=C1)C(=O)NC(C)C)C=CO2